OC[C@H](C1=CC=CC=C1)NC1=CC(=NC=C1C1=NC(=NO1)C12CCN(CC1)CC2)NC=2C=CC=1C(N3C(C1C2)CCC=CC3)=O 2-((4-(((S)-2-hydroxy-1-phenylethyl)amino)-5-(3-(quinuclidin-4-yl)-1,2,4-oxadiazol-5-yl)pyridin-2-yl)amino)-7,10,11,11a-tetrahydro-5H-azepino[2,1-a]isoindol-5-one